N-methyl-N'-((5-(trifluoromethyl)pyridin-2-yl)methyl)thiazole-4-carbohydrazide CN(NCC1=NC=C(C=C1)C(F)(F)F)C(=O)C=1N=CSC1